glycerin acrylate oxygen [O+2].C(C=C)(=O)[O-].OCC(O)CO.C(C=C)(=O)[O-]